1-(5-bromopyrimidin-2-yl)-N,N-dimethyl-methanamine BrC=1C=NC(=NC1)CN(C)C